BrC=1N=C2N(N1)C(CC2F)C=2C=NN(C2)C 2-bromo-7-fluoro-5-(1-methylpyrazol-4-yl)-6,7-dihydro-5H-pyrrolo[1,2-b][1,2,4]triazole